(5S)-2-[2-fluoro-3-(trifluoromethyl)benzene-1-carbonyl]-9,9-dimethyl-8-oxo-2-azaspiro[4.5]dec-6-ene-7-carbonitrile FC1=C(C=CC=C1C(F)(F)F)C(=O)N1C[C@@]2(CC1)C=C(C(C(C2)(C)C)=O)C#N